amino-4-(2-nitrophenyl)butanoate NC(C(=O)[O-])CCC1=C(C=CC=C1)[N+](=O)[O-]